CC1=CC(=NC=2N1C=NC2C(=O)[O-])C=2N=CSC2 4-methyl-2-(thiazol-4-yl)imidazo[1,5-a]pyrimidin-8-carboxylate